FC(C(N1C=NC=C1)(F)F)(F)I1OC(C2=C1C=CC=C2)=O 1-(1,1,2,2-Tetrafluoro-2-(1H-imidazol-1-yl)ethyl)-1λ3-benzo[d][1,2]iodaoxol-3(1H)-one